1-Methylpiperidine-4-carboxylic acid [3-(1-ethyl-8-oxo-spiro[6,7-dihydro-4H-pyrazolo[3,4-c]azepin-5,4'-tetrahydropyran]-3-yl)-2,2-dimethyl-propyl] ester C(C)N1N=C(C2=C1C(NCC1(CCOCC1)C2)=O)CC(COC(=O)C2CCN(CC2)C)(C)C